methyl (3-phenyl-3-(4-(trifluoromethyl)phenoxy)propyl)-L-isoleucinate C1(=CC=CC=C1)C(CCN[C@@H]([C@@H](C)CC)C(=O)OC)OC1=CC=C(C=C1)C(F)(F)F